3-(methyl((5-(5-(trifluoromethyl)-1,2,4-oxadiazol-3-yl)pyridin-2-yl)methyl)amino)-4-(pyrimidin-5-ylamino)cyclobut-3-ene-1,2-dione CN(C=1C(C(C1NC=1C=NC=NC1)=O)=O)CC1=NC=C(C=C1)C1=NOC(=N1)C(F)(F)F